2-{[(2-methylpyridin-3-yl)methyl]sulfanyl}-3H,5H,6H,7H-cyclopenta[d]pyrimidin-4-one CC1=NC=CC=C1CSC=1NC(C2=C(N1)CCC2)=O